BrC1=CC(=C(C(=C1)C)NC(=O)C=1N(N=C(C1)CN1N=C(N=N1)C(F)(F)F)C1CC1)C(N)=O N-(4-bromo-2-carbamoyl-6-methyl-phenyl)-2-cyclopropyl-5-[[5-(trifluoromethyl)tetrazol-2-yl]methyl]pyrazole-3-carboxamide